C(C)(C)C1=C(NC2=CC=C(C=C12)OCC1CN(C1)C)C=1C(=C(C=2N(C1)C=NN2)C)C 6-(3-Isopropyl-5-((1-methylazetidin-3-yl)methoxy)-1H-indol-2-yl)-7,8-dimethyl-[1,2,4]triazolo[4,3-a]pyridin